CS(=O)(=O)O[C@@H]1C(N(CC1)C([2H])([2H])C1=C(C=C(C=C1)C)F)=O (S)-1-((2-fluoro-4-methylphenyl)methyl-d2)-2-oxopyrrolidin-3-yl methanesulfonate